O=C(/C=C/C1=CC(=C(C=C1)OC([C@H](CC(=O)O)NC(C(Cl)Cl)=O)=O)OC)CC(\C=C\C1=CC(=C(C=C1)OC([C@H](CC(=O)O)NC(C(Cl)Cl)=O)=O)OC)=O (3S,3'S)-4,4'-((((1E,6E)-3,5-dioxohepta-1,6-diene-1,7-diyl)bis(2-methoxy-4,1-phenylene))bis(oxy))bis(3-(2,2-dichloroacetamido)-4-oxobutanoic acid)